2,4-dioxo-1,2,3,4-tetrahydropyrimidine-5-carboxamide O=C1NC=C(C(N1)=O)C(=O)N